tri(2-ethylhexyl)phosphorus C(C)C(CP(CC(CCCC)CC)CC(CCCC)CC)CCCC